2-azaspiro[4.5]decane-2-carboxylate C1N(CCC12CCCCC2)C(=O)[O-]